N-(1,3,4-oxadiazol-2-yl)benzamide O1C(=NN=C1)NC(C1=CC=CC=C1)=O